O=C1N(CCC(N1)=O)C=1C=C(OCC(=O)N2CCC(CC2)OC2CCN(CC2)CC(=O)O)C=CC1C 2-[4-[[1-[2-[3-(2,4-Dioxohexahydropyrimidin-1-yl)-4-methyl-phenoxy]acetyl]-4-piperidyl]oxy]-1-piperidyl]acetic acid